NC1=CC(=C(C=N1)N1C=C(C(C2=CC=C(C(=C12)F)N1CC2=CC=CC=C2C1)=O)C(=O)O)C 1-(6-amino-4-meth-ylpyridin-3-yl)-8-fluoro-7-(isoindolin-2-yl)-4-oxo-1,4-dihydroquinoline-3-carboxylic acid